[N+](=O)([O-])C1=NN(C=C1)C1CN(C1)C(=O)OC(C)(C)C tert-Butyl 3-(3-nitro-1H-pyrazol-1-yl)azetidine-1-carboxylate